5-chloro-3-((3,5-dimethylphenyl)sulfonyl)-N-(3-(thiophene-2-sulfonamido)propyl)-1H-indole-2-carboxamide ClC=1C=C2C(=C(NC2=CC1)C(=O)NCCCNS(=O)(=O)C=1SC=CC1)S(=O)(=O)C1=CC(=CC(=C1)C)C